C(C1=CC=CC=C1)OC(N[C@@H]1[C@H](CCCCC1)CO)=O ((1S,2S)-2-(hydroxymethyl)cycloheptyl)carbamic acid benzyl ester